1-acetyl-2-(4-ethoxyphenyl)-1H-pyrrolo[2,3-b]pyridin-6-yl acetate C(C)(=O)OC1=CC=C2C(=N1)N(C(=C2)C2=CC=C(C=C2)OCC)C(C)=O